ethyl 2-[2-(benzenesulfonamido)-6-phenoxy-pyrimidin-4-yl]-3-methyl-butanoate C1(=CC=CC=C1)S(=O)(=O)NC1=NC(=CC(=N1)C(C(=O)OCC)C(C)C)OC1=CC=CC=C1